CC1C(=CC2=CC=CC=C12)[Zr] (1-methyl-indenyl)zirconium